C(C)C=1C(=CC=C2C=C(C=C(C12)C1=C(C=C2C(=NC(=NC2=C1F)OCC1(CC1)CO)N1C[C@@](CCC1)(O)C)F)OCOC)F (R)-1-((R)-7-(8-ethyl-7-fluoro-3-(methoxymethoxy)naphthalen-1-yl)-6,8-difluoro-2-((1-(hydroxymethyl)cyclopropyl)methoxy)quinazolin-4-yl)-3-methylpiperidin-3-ol